4-(4-(4-acryloylpiperazin-1-yl)-8-fluoropyrido[4,3-d]pyrimidin-7-yl)isoquinoline 2-oxide C(C=C)(=O)N1CCN(CC1)C=1C2=C(N=CN1)C(=C(N=C2)C2=C[N+](=CC1=CC=CC=C21)[O-])F